tert-butyl 2-{[6-(trifluoromethyl)pyridin-2-yl]oxy}-8-azaspiro[4.5]decane-8-carboxylate FC(C1=CC=CC(=N1)OC1CC2(CC1)CCN(CC2)C(=O)OC(C)(C)C)(F)F